tert-butyl (1-(5-((2-acrylamido-3-chloropyridin-4-yl) thio)-6-aminopyrazin-2-yl)-4-methylpiperidin-4-yl)carbamate C(C=C)(=O)NC1=NC=CC(=C1Cl)SC=1N=CC(=NC1N)N1CCC(CC1)(C)NC(OC(C)(C)C)=O